O1CC(C1)C1=CC(=NO1)C(=O)NC1C[C@H]2CC[C@@H](C1)N2S(=O)(=O)CC2CCNCC2 5-(Oxetan-3-yl)-N-((1R,3r,5S)-8-((piperidin-4-ylmethyl)sulfonyl)-8-azabicyclo[3.2.1]octan-3-yl)isoxazole-3-carboxamide